C1(CC1)N1C(=NC=C1C(C)N(S(=O)(=O)C)C=1C=NC2=CC(=NC(=C2C1)OC1CCC(CC1)NC1=NC=CC=N1)N1CCOCC1)[N+](=O)[O-] N-[1-(3-cyclopropyl-2-nitro-imidazol-4-yl)ethyl]-N-[7-morpholino-5-[4-(pyrimidin-2-ylamino)cyclohexoxy]-1,6-naphthyridin-3-yl]methanesulfonamide